COC=1C=C2C(=NC=NC2=CC1OC1CCN(CC1)C)C1=CC=C(C=C1)NC(CC1=CC=C(C=C1)C(F)(F)F)=O N-(4-(6-methoxy-7-((1-methylpiperidin-4-yl)oxy)quinazolin-4-yl)phenyl)-2-(4-(trifluoromethyl)phenyl)Acetamide